tert-Butyl 4-{[4-amino-6-(hydroxymethyl)-5-(7-methoxy-5-methyl-1-benzothiophen-2-yl)pyrrolo[2,1-f][1,2,4]triazin-7-yl]methyl}piperazine-1-carboxylate NC1=NC=NN2C1=C(C(=C2CN2CCN(CC2)C(=O)OC(C)(C)C)CO)C=2SC1=C(C2)C=C(C=C1OC)C